tert-butyl (2S,6S)-2-(2,6-dichloropyridin-4-yl)-6-methylmorpholine-4-carboxylate ClC1=NC(=CC(=C1)[C@H]1CN(C[C@@H](O1)C)C(=O)OC(C)(C)C)Cl